methylphosphonoate CP([O-])([O-])=O